(3R,4S,5R,6R)-6-(Acetoxymethyl)-5-(((2S,3S,4R,5R,6R)-4,5-diacetoxy-6-(acetoxymethyl)-3-hydroxytetrahydro-2H-pyran-2-yl)oxy)tetrahydro-2H-pyran-2,3,4-triyl triacetate C(C)(=O)OC1O[C@@H]([C@H]([C@@H]([C@H]1OC(C)=O)OC(C)=O)O[C@@H]1O[C@@H]([C@H]([C@@H]([C@@H]1O)OC(C)=O)OC(C)=O)COC(C)=O)COC(C)=O